5-(2-fluoro-4-pyridyl)-2-(phenylmethoxy)-N-3-pyridyl-benzamide FC1=NC=CC(=C1)C=1C=CC(=C(C(=O)NC=2C=NC=CC2)C1)OCC1=CC=CC=C1